4-(2-fluorophenoxy)phenyl-diazonium FC1=C(OC2=CC=C(C=C2)[N+]#N)C=CC=C1